N1=CN=C(C=2CCC=3C(C12)=CC=CC3N)N 6H-benzo[H]quinazoline-4,7-diamine